N-(8-(methylamino)-5-(piperidine-1-carbonyl)-2,7-naphthyridin-3-yl)cyclopropanecarboxamide tert-butyl-(R)-3-(3-fluorophenyl)isoxazolidin-2-carboxylate C(C)(C)(C)OC(=O)N1OCC[C@@H]1C1=CC(=CC=C1)F.CNC=1N=CC(=C2C=C(N=CC12)NC(=O)C1CC1)C(=O)N1CCCCC1